2-(1-bromoethyl)-6-(3-nitro-phenyl)-nicotinic acid methyl ester COC(C1=C(N=C(C=C1)C1=CC(=CC=C1)[N+](=O)[O-])C(C)Br)=O